2-oxoethyl(2-((tert-butyloxycarbonyl)amino)ethyl)(methyl)carbamate O=CCOC(N(C)CCNC(=O)OC(C)(C)C)=O